NC=1C(=C(C=CC1)N1CC(N(CC1)C1CC1)=O)[N+](=O)[O-] 4-(3-amino-2-nitrophenyl)-1-cyclopropylpiperazin-2-one